ClC1=C(C=C2C(=NNC2=C1)C1=CC(=NC=C1)OC)C1C[C@@H]2[C@@H](CN(C2)C2CS(CCC2)(=O)=O)C1 (rac)-3-((3aR,5s,6aS)-5-(6-Chloro-3-(2-methoxypyridin-4-yl)-1H-indazol-5-yl)hexahydrocyclopenta[c]pyrrol-2(1H)-yl)tetrahydro-2H-thiopyran 1,1-dioxide